(S)-N-(1-(4-(benzylthio)-3-hydroxyphenylamino)-1-oxo-3-phenylpropan-2-yl)-4-fluorobenzamide C(C1=CC=CC=C1)SC1=C(C=C(C=C1)NC([C@H](CC1=CC=CC=C1)NC(C1=CC=C(C=C1)F)=O)=O)O